N[C@H]1COC2=CC=C(C=C2C1F)C#N (3S)-3-amino-4-fluorochroman-6-carbonitrile